N1=C(SC=2C=NC=CC21)C(=O)N Thiazolo[5,4-c]Pyridine-2-carboxamide